C\C(=C/CCC(C)C(=O)[O-])\CCC=C(C=O)C (5E)-6,10-dimethyl-11-oxoundeca-5,9-dien-2-yl-carboxylate